2-(azepan-1-yl)-4-((4-(bis(2-hydroxyethyl)amino)phenyl)amino)pyrimido[4,5-d]pyridazin-5(6H)-one N1(CCCCCC1)C=1N=C(C2=C(C=NNC2=O)N1)NC1=CC=C(C=C1)N(CCO)CCO